C1(CC1)[C@H]1CN(CCN1)C=1N=NC(=CN1)C1=C(C=C(C=C1)C1=NC=NS1)O 2-{3-[(3S)-3-cyclopropylpiperazin-1-yl]-1,2,4-triazin-6-yl}-5-(1,2,4-thiadiazol-5-yl)phenol